2-amino-5-(4-(3-(4,4-difluorocyclohexyl)-3-azabicyclo[3.1.0]hex-1-yl)phenyl)-N-(4-hydroxy-4-methylcyclohexyl)nicotinamide NC1=C(C(=O)NC2CCC(CC2)(C)O)C=C(C=N1)C1=CC=C(C=C1)C12CN(CC2C1)C1CCC(CC1)(F)F